4-(azetidin-1-yl)-N-methyl-3-(6-methyl-1H-indol-2-yl)-N-(2-oxo-2-(4-oxa-7-azaspiro[2.5]octan-7-yl)ethyl)benzenesulfonamide N1(CCC1)C1=C(C=C(C=C1)S(=O)(=O)N(CC(N1CCOC2(CC2)C1)=O)C)C=1NC2=CC(=CC=C2C1)C